(E)-8-(3-(3-bromo-4-hydroxyphenyl)-2-hydroxyiminopropylamino)-N-hydroxyoctanoylamide BrC=1C=C(C=CC1O)C\C(\CNC(CCCCCCC(=O)[NH-])O)=N/O